1-(6-hexyl-4-phenylquinolin-2-yl)-3-methylpyrrolidine-3-carboxylic acid C(CCCCC)C=1C=C2C(=CC(=NC2=CC1)N1CC(CC1)(C(=O)O)C)C1=CC=CC=C1